N1CCC(CC1)C=1C=C2C=NNC2=C(C1)C(=O)N 5-(4-piperidinyl)-1H-indazole-7-carboxamide